[W].C(C)(C)(C)O t-butanol tungsten